N-[(4-{5-[(2,6-dichlorophenyl)methoxy]pyrimidin-2-yl}morpholin-2-yl)methyl]-2,2,2-trifluoroacetamide ClC1=C(C(=CC=C1)Cl)COC=1C=NC(=NC1)N1CC(OCC1)CNC(C(F)(F)F)=O